trans-N-(2-fluoro-4-methyl-5-(pyrimidin-2-yl)phenyl)-3-methyl-1-(3-methyl-1,2,4-oxadiazol-5-yl)-6-azabicyclo[3.1.1]heptane-6-carboxamide FC1=C(C=C(C(=C1)C)C1=NC=CC=N1)NC(=O)N1C2CC(CC1(C2)C2=NC(=NO2)C)C